(S)-(1-((6-bromopyridin-2-yl)amino)-1-oxopropan-2-yl)carbamic acid tert-butyl ester C(C)(C)(C)OC(N[C@H](C(=O)NC1=NC(=CC=C1)Br)C)=O